1-(ortho-Tolyl)biguanid C1(=C(C=CC=C1)NC(=N)NC(=N)N)C